COC(C1=C(C(=CC=C1)N(C(C1=CC=CC=C1)=O)CC#N)F)=O.C(=C)[Si](N)(N)N vinyl-triaminosilane methyl-3-[N-(cyanomethyl)benzamido]-2-fluorobenzoate